BrC=1C=C2C(=NN(C2=CC1)C(=O)OC(C)(C)C)NC(=O)C1CCCCC1 tert-butyl 5-bromo-3-(cyclohexanecarboxamido)-1H-indazole-1-carboxylate